1,3,5-Tris(trisbromomethyl)-2,4,6-triethylbenzene BrC(C1=C(C(=C(C(=C1CC)C(Br)(Br)Br)CC)C(Br)(Br)Br)CC)(Br)Br